FC(C=1C=C(C=C(C1)C(F)(F)F)C=1N=C(C2=C(N1)C(=CS2)C)NC(=O)C=2SC(=CC2)[N+](=O)[O-])(F)F N-(2-(3,5-bis(trifluoromethyl)phenyl)-7-methylthieno[3,2-d]pyrimidin-4-yl)-5-nitrothiophene-2-carboxamide